alpha-methyl-acrylic acid CC(C(=O)O)=C